methyl (1s,4S)-5'-chloro-4-(3-chloroanilino)-2'-[(2R)-3-hydroxy-2-methylpropyl]-2',3'-dihydrospiro[cyclohexane-1,1'-isoindole]-4-carboxylate ClC=1C=C2CN(C3(C2=CC1)CCC(CC3)(C(=O)OC)NC3=CC(=CC=C3)Cl)C[C@H](CO)C